C(#N)C=1C=C2C(=CC=NC2=CC1)NCCC=1C=C2C=CC(=CC2=CC1)C(=O)N1CCN(CC1)C(CCCCCCCCC(=O)OC(C)(C)C)=O tert-butyl 10-[4-[6-[2-[(6-cyano-4-quinolyl)amino]ethyl]naphthalene-2-carbonyl]piperazin-1-yl]-10-oxo-decanoate